(2R,3R,4R,5R)-5-(heptadecyloxy)-4-(hexadecyloxy)-2-(hydroxymethyl)tetrahydrofuran-3-ol C(CCCCCCCCCCCCCCCC)O[C@H]1[C@@H]([C@@H]([C@H](O1)CO)O)OCCCCCCCCCCCCCCCC